C(#N)C=1C=C2C(=[N+](C1)[O-])N(C=N2)[C@@H]2C[C@@H](CCC2)NC2=NC=C(C(=N2)C=2C=NN(C2)CC(F)F)C#N 6-cyano-3-((1S,3R)-3-((5-cyano-4-(1-(2,2-difluoroethyl)-1H-pyrazol-4-yl)pyrimidin-2-yl)amino)cyclohexyl)-3H-imidazo[4,5-b]pyridine 4-oxide